rac-1-(tert-butyl) 3-methyl (3R,4S)-4-aminopiperidine-1,3-dicarboxylate N[C@@H]1[C@@H](CN(CC1)C(=O)OC(C)(C)C)C(=O)OC |r|